BrC1=CC=2C(C3=CC=CC=C3C(C2C=C1Br)=O)=O 2,3-dibromo-9,10-anthraquinone